N-[2-[[(2R)-2-amino-5-guanidino-pentanoyl]amino]ethyl]-4-[[3-(2,3-difluoro-4-methoxyphenyl)imidazo[1,2-a]pyrazin-8-yl]amino]-2-ethyl-benzamide formate C(=O)O.N[C@@H](C(=O)NCCNC(C1=C(C=C(C=C1)NC=1C=2N(C=CN1)C(=CN2)C2=C(C(=C(C=C2)OC)F)F)CC)=O)CCCNC(=N)N